[NH4+].C(C=C)P([O-])(O)=O allylphosphonic acid, monoammonium salt